methyl(1-hydroxy-6,6,9-trimethyl-3-pentyl-6H-benzo[c]chromene-2-carbonyl)-L-phenylalaninate CN([C@@H](CC1=CC=CC=C1)C(=O)[O-])C(=O)C=1C(=C2C3=C(C(OC2=CC1CCCCC)(C)C)C=CC(=C3)C)O